FC(N1N=C(C=C1)C1=C(C=NC(=C1)C1=CC=C(C=C1)F)N)F 4-(1-(difluoromethyl)-1H-pyrazol-3-yl)-6-(4-fluorophenyl)pyridin-3-amine